[F].ClCC(C(CCl)Cl)Cl 1,2,3,4-tetrachlorobutane fluorine